(1S,3S)-3-((2-methyl-6-(1-methyl-5-(((5-methyl-4-phenylpyrimidin-2-yl)amino)methyl)-1H-1,2,3-triazol-4-yl)pyridin-3-yl)oxy)cyclohexanecarboxylic acid CC1=NC(=CC=C1O[C@@H]1C[C@H](CCC1)C(=O)O)C=1N=NN(C1CNC1=NC=C(C(=N1)C1=CC=CC=C1)C)C